4-{2-[4-(1-(5-bromopyridin-2-yl)piperidin-4-yl)phenoxy]ethyl}-1-methylpiperazin-2-one BrC=1C=CC(=NC1)N1CCC(CC1)C1=CC=C(OCCN2CC(N(CC2)C)=O)C=C1